(R)-3-chloro-6-((1-(2-(4,4-dimethylpiperidin-1-yl)-6-methyl-4-oxo-4H-chromen-8-yl)ethyl)amino)-2-fluorobenzoic acid ClC=1C(=C(C(=O)O)C(=CC1)N[C@H](C)C=1C=C(C=C2C(C=C(OC12)N1CCC(CC1)(C)C)=O)C)F